[Cl-].C(C)(C)C1=C(C(=CC=C1)C(C)C)[N+]1=CN(C=C1)C1=C(C=CC=C1C(C)C)C(C)C 1,3-Bis-(2,6-diiso-propyl-phenyl)-3H-imidazol-1-ium chlorid